FC1([C@@H]([C@@H](N(C1)C(=O)C1OCC1)CC=1C(=C(C=CC1)C1=CC=CC=C1)F)NS(=O)(=O)C)F N-[(2S,3R)-4,4-difluoro-2-[(2-fluoro[1,1'-biphenyl]-3-yl)methyl]-1-(oxetane-2-carbonyl)pyrrolidin-3-yl]methane-sulfonamide